Sodium [(3S,10R,13R,17R)-17-[(1R)-5-hydroxy-1,5-dimethyl-hexyl]-10,13-dimethyl-2,3,4,7,8,9,11,12,14,15,16,17-dodecahydro-1H-cyclopenta[a]phenanthren-3-yl] sulfate S(=O)(=O)(O[C@H]1CC[C@@]2(C3CC[C@@]4([C@H](CCC4C3CC=C2C1)[C@@H](CCCC(C)(C)O)C)C)C)[O-].[Na+]